NC1=CC=C(S1)C1CC(C1=O)C=1SC(=CC1)N 2,4-bis(5-aminothiophene-2-yl)-3-oxo-cyclobutane